OCCOC1=C(C=C(C=C1)C1(C2=CC=CC=C2C=2C=CC=C(C12)C=CC(=O)OCCCCCCCCCCC[SiH2]C(Cl)(Cl)Cl)C1=CC(=C(C=C1)OCCO)O)O 9,9-bis[4-(2-hydroxyethoxy)-3-hydroxyphenyl]fluoreneacryloyloxyundecyltrichloromethylsilane